3-(2-bromophenyl)-5,7-di-tert-butylcycloheptane BrC1=C(C=CC=C1)C1CCC(CC(C1)C(C)(C)C)C(C)(C)C